N[C@H](C)CC(=O)O 2-Amino-4R-butanoic acid